CC1(O[C@@H]2[C@H](O1)[C@H](O[C@H]2N2C=C(C1=C2N=CN=C1Cl)Br)C=C)C 7-[(3aR,4R,6R,6aR)-2,2-dimethyl-6-vinyl-3a,4,6,6a-tetrahydrofuro[3,4-d][1,3]dioxol-4-yl]-5-bromo-4-chloro-pyrrolo[2,3-d]pyrimidine